rac-tert-butyl (1S,2S,5S)-2-fluoro-3-oxo-9-azabicyclo[3.3.1]nonane-9-carboxylate F[C@H]1[C@@H]2CCC[C@@H](CC1=O)N2C(=O)OC(C)(C)C |r|